1-pentyl anthranilate (pentyl 2-aminobenzoate) C(CCCC)C=1C(=C(C(=O)O)C=CC1)N.C(C=1C(N)=CC=CC1)(=O)OCCCCC